F[C@@H]1C2CC[C@@H](C[C@@H]1N(C=1N=CC(=NC1)C1=C(C=3N(N=C1)C=CN3)O)C)N2 7-(5-{[(2R,3S,5S)-2-fluoro-8-azabicyclo[3.2.1]octan-3-yl](methyl)amino}pyrazin-2-yl)imidazo[1,2-b]pyridazin-8-ol